C(C)C=1C=2N(C=C(N1)C)N=C(C2)C=2N=C1N(C(C2)=O)C=C(C=C1C)C1CCN(CC1)C 2-(4-ethyl-6-methylpyrazolo[1,5-a]pyrazin-2-yl)-9-methyl-7-(1-methylpiperidin-4-yl)-4H-pyrido[1,2-a]pyrimidin-4-one